methyl (5R)-2-oxo-5-(trifluoromethyl)piperidine-3-carboxylate O=C1NC[C@@H](CC1C(=O)OC)C(F)(F)F